ClC1=C(C=CC=C1C1=NC=CC(=C1Cl)C1=NC(=C(C=C1)CNC[C@@H](C)O)OC)NC1=NC=CC(=C1F)CNC1CCN(CC1)C(C)=O (R)-1-(4-(((2-((2-chloro-3-(3'-chloro-5-(((2-hydroxypropyl)amino)methyl)-6-methoxy-[2,4'-bipyridin]-2'-yl)phenyl)amino)-3-fluoropyridin-4-yl)methyl)amino)piperidin-1-yl)ethan-1-one